C(C)(=O)C=1C(=NC(=CC1)N1C=NC2=C1C=C(C(=C2)Br)N2CCN(CC2)C2COC2)N2N=C(C=C2C)C#N 1-[3-acetyl-6-[5-bromo-6-[4-(oxetan-3-yl)piperazin-1-yl]benzimidazol-1-yl]-2-pyridyl]-5-methyl-pyrazole-3-carbonitrile